ClC=1C(=CC(=C(C(=O)NS(=O)(=O)C=2C=C3CCCOC3=CC2)C1)F)OCC1CCCC1 5-chloro-N-(chroman-6-ylsulfonyl)-4-(cyclopentylmethoxy)-2-fluorobenzamide